(S,Z)-6-(2-(3-(2-Amino-4-methyl-5,6-dihydro-4H-1,3-thiazin-4-yl)-4-fluorophenyl)-1-fluorovinyl)nicotinonitril NC=1SCC[C@@](N1)(C)C=1C=C(C=CC1F)\C=C(/F)\C1=NC=C(C#N)C=C1